3-(6-Chloropyrimidin-4-yl)quinoline ClC1=CC(=NC=N1)C=1C=NC2=CC=CC=C2C1